N-tolyl-N'-phenylcarbodiimide C1(=C(C=CC=C1)N=C=NC1=CC=CC=C1)C